CC=1CCCC(C1)C=1C(=C(C(=CC1O)CCCCC)S(=O)(=O)C1=C(C(=C(C(=C1F)F)F)F)F)O 5'-methyl-4-pentyl-3-((perfluorophenyl)sulfonyl)-1',2',3',4'-tetrahydro-[1,1'-biphenyl]-2,6-diol